acetylbenzoyl-cysteine C(C)(=O)N([C@@H](CS)C(=O)O)C(C1=CC=CC=C1)=O